tert-butyl-(R)-2-(((3-(2,6-bis(benzyloxy)pyridin-3-yl)-1-methyl-1H-indazol-6-yl)amino)methyl)pyrrolidine-1-carboxylate C(C)(C)(C)OC(=O)N1[C@H](CCC1)CNC1=CC=C2C(=NN(C2=C1)C)C=1C(=NC(=CC1)OCC1=CC=CC=C1)OCC1=CC=CC=C1